CC/C=C\C/C=C\C/C=C\C/C=C\C/C=C\C/C=C\CCC(=O)OC[C@H](COP(=O)([O-])OCC[N+](C)(C)C)OC(=O)CC/C=C\C/C=C\C/C=C\C/C=C\C/C=C\C/C=C\CC 1,2-di-(4Z,7Z,10Z,13Z,16Z,19Z-docosahexaenoyl)-sn-glycero-3-phosphocholine